CC1=CNC=2C=CC=C(C12)C#N 3-methyl-1H-indole-4-carbonitrile